1-(1-(4-Chlorophenyl)-2-ethyl-5-methyl-1H-pyrrol-3-yl)-2-(piperidin-1-yl)ethanone compound with 1-(1-(4-chlorophenyl)-5-ethyl-2-methyl-1H-pyrrol-3-yl)-2-(piperidin-1-yl)ethanone ClC1=CC=C(C=C1)N1C(=C(C=C1CC)C(CN1CCCCC1)=O)C.ClC1=CC=C(C=C1)N1C(=C(C=C1C)C(CN1CCCCC1)=O)CC